cis-1-(2-acetylhydrazine-1-carbonyl)-3-methyl-N-(3-(4-methyl-1H-1,2,3-triazol-1-yl)-4-(trifluoromethyl)phenyl)-6-azabicyclo[3.1.1]heptane-6-carboxamide C(C)(=O)NNC(=O)C12CC(CC(N1C(=O)NC1=CC(=C(C=C1)C(F)(F)F)N1N=NC(=C1)C)C2)C